1-(4-Methoxyphenyl)-N5-(1-(3-oxomorpholino)piperidin-4-yl)-1H-pyrazol-3,5-dicarboxamid COC1=CC=C(C=C1)N1N=C(C=C1C(=O)NC1CCN(CC1)N1C(COCC1)=O)C(=O)N